C=1C=2N(C=CN1)C=CC2 pyrrolo[1,2-a]pyrazine